FC1(CCC(CC1)C1=NC=CC(=C1NC(C1=CN=C(C(=C1)O)C(C)(C)F)=O)C1=C(C=CC(=C1)F)F)F N-(2-(4,4-difluorocyclohexyl)-4-(2,5-difluorophenyl)pyridin-3-yl)-6-(2-fluoropropan-2-yl)-5-hydroxynicotinamide